7-[1-(oxan-4-yl)-1H-pyrazol-4-yl]-1H-pyrazolo[4,3-c]pyridin-4-amine O1CCC(CC1)N1N=CC(=C1)C=1C2=C(C(=NC1)N)C=NN2